3-fluoro-N-methyl-1,2,3,6-tetrahydro-[3,4-bipyridine]-6-carboxamide FC1(CNC(C=C1)C(=O)NC)C1=CC=NC=C1